tert-butyl (8-(4,4-difluoropiperidin-1-yl)-7-fluoro-2-((4-methoxybenzyl)amino)quinolin-6-yl)carbamate FC1(CCN(CC1)C=1C(=C(C=C2C=CC(=NC12)NCC1=CC=C(C=C1)OC)NC(OC(C)(C)C)=O)F)F